C[C@@H]1CCCO1 (2S,3R,4R,5R)-5-methyltetrahydrofuran